tert-butyl (4-(1-((4-chloro-1H-indol-2-yl)methyl)-3,7-dimethyl-2,6-dioxo-2,3,6,7-tetrahydro-1H-purin-8-ylamino)pyrimidin-2-yl)methylcarbamate ClC1=C2C=C(NC2=CC=C1)CN1C(N(C=2N=C(N(C2C1=O)C)NC1=NC(=NC=C1)CNC(OC(C)(C)C)=O)C)=O